COC(C)(C)[C@H]1NC2=C(OC1)C(=NC(=N2)N)N2C[C@@H](CC2)NC (S)-7-(2-Methoxypropan-2-yl)-4-((R)-3-(methylamino)pyrrolidin-1-yl)-7,8-dihydro-6H-pyrimido[5,4-b][1,4]oxazin-2-amine